COCOC1=NOC(=C1)C=1N=CC(=NC1)O[C@@H]1C[C@H](C1)O trans-3-((5-(3-(methoxymethoxy)isoxazol-5-yl)-pyrazin-2-yl)oxy)cyclobutanol